BrC=1C(=NC=CC1)CC1N(C(C2=CC=CC=C12)=O)CC1=CC(=NC=C1)NN 3-[(3-bromo-2-pyridyl)methyl]-2-[(2-hydrazino-4-pyridyl)methyl]isoindolin-1-one